(R)-methyl 3-amino-4,4-dimethylpentanoate N[C@H](CC(=O)OC)C(C)(C)C